C(C1=CC=CC=C1)OC1=C(N2C(C3=C(C=CC=C13)C(=O)O)=NC=N2)C(=O)OC 6-(benzyloxy)-5-(methoxycarbonyl)-[1,2,4]triazolo[5,1-a]isoquinoline-10-carboxylic acid